OC1CN(CC1)CCCOC=1C(=C(C=CC1)C1=C(C(=CC=C1)OCC1=C(C#N)C=CC=N1)C)C ((3'-(3-(3-hydroxypyrrolidin-1-yl)propoxy)-2,2'-dimethyl-[1,1'-biphenyl]-3-yl)oxy)methylnicotinonitrile